O=C(C(=O)OC)C1=C(SC(=C1Cl)Cl)Cl methyl oxo(2,4,5-trichlorothiophen-3-yl)acetate